C1(CC1)C(=O)NC(C1=C(C=CC=C1)NC(OC(C)(C)C)=O)C1=CC=C(C=C1)C(C)C tert-butyl (2-(cyclopropanecarboxamido(4-isopropylphenyl)methyl)phenyl)carbamate